FC=1C(=CC=NC1F)N1N=C(C=C1)N 1-(5,6-difluoropyridin-4-yl)-1H-pyrazol-3-amine